O=C1NC(CCC1N1C(C2=CC=C(C=C2C1=O)N1CC(C1)CCC=O)=O)=O 3-[1-[2-(2,6-dioxopiperidin-3-yl)-1,3-dioxoisoindol-5-yl]azetidin-3-yl]propanal